1-(4-Chloro-2-(pyrrolidin-2-yl)benzyl)-2-thiocarbonyl-1,2,3,5-tetrahydro-4H-pyrrolo[3,2-d]pyrimidin-4-one ClC1=CC(=C(CN2C(NC(C3=C2C=CN3)=O)=C=S)C=C1)C1NCCC1